methyl 7-({[(4,4-difluorocyclohexyl)methyl]amino}methyl)-3,3-dimethyl-2H-furo[3,2-b]pyridine-5-carboxylate FC1(CCC(CC1)CNCC1=C2C(=NC(=C1)C(=O)OC)C(CO2)(C)C)F